CN1N=CC(=C1)C1=NN2C(N=C(C=C2N2CCOCC2)N2N=C(C=C2)C2=CC=CC=C2)=C1 4-[2-(1-methylpyrazol-4-yl)-5-(3-phenylpyrazol-1-yl)pyrazolo[1,5-a]pyrimidin-7-yl]morpholine